(8-(1-methyl-1H-pyrazol-5-yl)-3-(1H-pyrazol-5-yl)-[1,2,4]triazolo[4,3-b]pyridazin-6-yl)morpholine CN1N=CC=C1C=1C=2N(N=C(C1)N1CCOCC1)C(=NN2)C2=CC=NN2